4-amino-6-ethyl-5-methyl-3H-thieno[2,3-d]pyrimidine-2-one NC1=C2C(=NC(N1)=O)SC(=C2C)CC